imidazo[1,2-b]pyridazine-3-sulfonyl chloride N=1C=C(N2N=CC=CC21)S(=O)(=O)Cl